FC(C1=C(C=CC=C1)/C=C/C(=O)N1C(SCC1)=O)(F)F (E)-3-(3-(2-trifluoromethylphenyl)acryloyl)thiazolidin-2-one